4-bromo-6-Chloro-1-methylpyridin-2(1H)-one BrC1=CC(N(C(=C1)Cl)C)=O